OCCNCCCCCCCC(=O)OCCCCC(C(F)(F)F)(F)F 5,5,6,6,6-pentafluorohexyl 8-((2-hydroxyethyl)amino)octanoate